C(C)OC(=O)C1=C(NC(=CC1=O)C)OCC 2-ethoxy-6-methyl-4-oxo-1,4-dihydropyridine-3-carboxylic acid ethyl ester